C(CCC)C1=CN=C(C(=N1)N1CC2=C(CC1)C(=CS2)C(=O)O)C2=CC=C(C=C2)OC 6-(6-butyl-3-(4-methoxyphenyl)pyrazin-2-yl)-4,5,6,7-tetrahydrothieno[2,3-c]pyridine-3-carboxylic acid